1-((1-ethyl-1H-imidazol-5-yl)methyl)-2-((4-(5-fluoro-4-hydroxypyrimidin-2-yl)cyclohex-3-ene-1-yl)methyl)-1H-benzo[d]imidazole-6-carboxylic acid methyl ester COC(=O)C=1C=CC2=C(N(C(=N2)CC2CC=C(CC2)C2=NC=C(C(=N2)O)F)CC2=CN=CN2CC)C1